FC1=C(C=CC=2N=C(NC21)C)OC2=CC=C1N=CC=NC1=C2 7-[(4-fluoro-2-methyl-3H-benzimidazol-5-yl)oxy]Quinoxaline